(2R)-N-(2-hydroxyethyl)-2-[(1-methyl-6-nitro-2-oxo-4-quinolyl)amino]propanamide OCCNC([C@@H](C)NC1=CC(N(C2=CC=C(C=C12)[N+](=O)[O-])C)=O)=O